S-(1,4-dioxaspiro[4.5]decan-2-ylmethyl) ethanethioate C(C)(SCC1OC2(OC1)CCCCC2)=O